N-(bicyclo[1.1.1]pentan-1-yl)-4-chloro-1,3,5-triazin-2-amine C12(CC(C1)C2)NC2=NC=NC(=N2)Cl